CN1N=CC=2C1=NC=C(C2)NC(OC(C)(C)C)=O tert-Butyl (1-methyl-1H-pyrazolo[3,4-b]pyridin-5-yl)carbamate